4-bromo-2-{[(propan-2-yl)amino]methyl}-1-{[2-(trimethylsilyl)ethoxy]methyl}-1,6-dihydro-7H-pyrrolo[2,3-c]pyridin-7-one BrC=1C2=C(C(NC1)=O)N(C(=C2)CNC(C)C)COCC[Si](C)(C)C